3-amino-4-(4,5-diamino-1,2,4-triazole-3-yl)-furazan manganese perchlorate Cl(=O)(=O)(=O)[O-].[Mn+2].NC1=NON=C1C1=NN=C(N1N)N.Cl(=O)(=O)(=O)[O-]